(R)-3,4-dihydroxy-5-((S)-1,2-dihydroxyethyl)furan OC1=COC(=C1O)[C@H](CO)O